C(CCCCCCCCCCC)C(C(=S)S)(C)CCCCCCCCCCCC bis-n-dodecyl-dithio-propionic acid